ClC1=CC2=C(OC(CN2)CN)C=C1 (6-chloro-3,4-dihydro-2H-benzo[b][1,4]oxazin-2-yl)methanamine